3-(4-(3',4'-dimethoxy-[1,1'-biphenyl]-4-yl)-1H-1,2,3-triazol-1-yl)benzoic acid COC=1C=C(C=CC1OC)C1=CC=C(C=C1)C=1N=NN(C1)C=1C=C(C(=O)O)C=CC1